N,N'-bis(aminoethyl)propanediamine NCCNC(CC)NCCN